ClC1=CC=C(C=C1)C1OC1 4-chlorophenyl-oxirane